2-(2-(3-methylcyclohexyl)ethyl)-1,4-dihydroisoquinolin-3(2H)-one CC1CC(CCC1)CCN1CC2=CC=CC=C2CC1=O